Malic acid-d3 methyl-6-bromo-3-chloro-2-meth-ylbenzoate COC(C1=C(C(=CC=C1Br)Cl)C)=O.C(C(O)(C(C(=O)O)([2H])[2H])[2H])(=O)O